C1(=CC=CC=C1)NC1=CC(C2=C(SC=C2)C1=O)=O 6-(phenylamino)benzo[b]thiophene-4,7-dione